C(=O)(OCC1C2=CC=CC=C2C2=CC=CC=C12)C(C(=O)N)(CCBr)N Fmoc-L-4-bromo-2-aminobutyramide